4-((1-(3-(difluoromethyl)-2-fluorophenyl)ethyl)amino)-7-(ethylamino)-2-methylquinoline FC(C=1C(=C(C=CC1)C(C)NC1=CC(=NC2=CC(=CC=C12)NCC)C)F)F